2-(2-chloro-5-((4-fluorophenyl)carbamoyl)pyrimidin-4-yl)hydrazine-1-carboxylic acid tert-butyl ester C(C)(C)(C)OC(=O)NNC1=NC(=NC=C1C(NC1=CC=C(C=C1)F)=O)Cl